N1(N=CC=C1)CCCCNC(=O)C1=CC(=NO1)C1=CC=CC=C1 N-(4-(1H-pyrazol-1-yl)butyl)-3-phenylisoxazole-5-carboxamide